ClC=1N=CC=2N(C1)C(=CN2)C2=NC=CC(=N2)N2CC(NC(C2)C=2C=NNC2)C 6-Chloro-3-(4-(3-methyl-5-(1H-pyrazol-4-yl)piperazin-1-yl)pyrimidin-2-yl)imidazo[1,2-a]pyrazine